C(CCCCCCCCCCCCCCC)(=O)N[C@@H]1C[C@H]2C[C@H]([C@H]3[C@@H]4CC[C@H]([C@@H](CCC(=O)O)C)[C@]4([C@H](C[C@@H]3[C@]2(CC1)C)O)C)O 3β-palmitoamido-7α,12α-dihydroxy-5β-cholan-24-oic acid